(Ra)-6-(4-Chloro-1-((R)-1-(3'-cyano-5'-methoxy-[1,1'-biphenyl]-4-yl)ethyl)-1H-indazol-7-carboxamido)spiro[3.3]heptan ClC1=C2C=NN(C2=C(C=C1)C(=O)NC1CC2(CCC2)C1)[C@H](C)C1=CC=C(C=C1)C1=CC(=CC(=C1)OC)C#N